C(#C)C=1SC=C(N1)C(=O)NCCC1=CC=C(C=C1)C1=C2C=CN=CC2=CC=C1 2-ethynyl-N-(4-(isoquinolin-5-yl)phenethyl)thiazole-4-carboxamide